C(C)(C)C1=C(C(=CC=C1)C(C)C)N1C(N2C(C=C(C=C2)N(C)C)=C1)=[Au-2]Cl 2-(2,6-Diisopropylphenyl)-7-(dimethylamino)imidazo[1,5-a]pyridin-3-ylidenegold(I) chloride